2-(5-(8-methyl-[1,2,4]triazolo[1,5-a]pyridin-6-yl)-4-(2,2,2-trifluoroethyl)-1H-pyrazol-3-yl)-5-(1-(oxetan-3-yl)piperidin-4-yl)thiazoleN CC=1C=2N(C=C(C1)C1=C(C(=NN1)N1SC(C=C1)C1CCN(CC1)C1COC1)CC(F)(F)F)N=CN2